ClC=1C=CC2=C(N=C(O2)C23CC(C2)(C3)NC(=O)C=3OC(=CC3)S(=O)(=O)CC3CC3)C1 N-[3-(5-chloro-1,3-benzoxazol-2-yl)-1-bicyclo[1.1.1]pentanyl]-5-(cyclopropylmethylsulfonyl)furan-2-carboxamide